CN(C(CNC(C1=CC=C(C=C1)NC1=NC=C(C(=N1)NCC=1C(=NC=CC1)N(S(=O)(=O)C)C)C(F)(F)F)=O)=O)C N-[2-(dimethylamino)-2-oxoethyl]-4-({4-[({2-[methyl(methylsulfonyl)amino]pyridin-3-yl}methyl)amino]-5-(trifluoromethyl)pyrimidin-2-yl}amino)benzamide